C(N)(OC(CN1C=C(C=C1)C(=O)N1CCN(CC1)C1=NC=C(C=N1)C(F)(F)F)CC(C)(C)C)=O Tert-butyl-(1-(3-(4-(5-(trifluoromethyl) pyrimidin-2-yl) piperazine-1-carbonyl)-1H-pyrrol-1-yl) propan-2-yl) carbamate